4-(6-bromopyrazolo[1,5-a]pyridin-3-yl)benzonitrile BrC=1C=CC=2N(C1)N=CC2C2=CC=C(C#N)C=C2